3-CHLORO-5-(TRIFLUOROMETHYL)PYRIDIN-2-YLBORONIC ACID ClC=1C(=NC=C(C1)C(F)(F)F)B(O)O